1,1,1-TRIFLUORO-2-CHLOROETHANE FC(CCl)(F)F